Cl.COC([C@@H](NC)CC1=CC=C(C=C1)O)=O methyl-tyrosine methyl ester hydrochloride